O=C1NC(CCC1N1C(C2=CC=C(C=C2C1=O)N1CC2(CCC1)CCN(CC2)C2CCNCC2)=O)=O 2-(2,6-dioxopiperidin-3-yl)-5-(9-(piperidin-4-yl)-2,9-diazaspiro[5.5]undec-2-yl)isoindoline-1,3-dione